(R)-6-chloro-N-(ethylsulfonyl)-3-((1-(2-(5-fluoroisoindolin-2-yl)-3,6-dimethyl-4-oxo-3,4-dihydroquinazolin-8-yl)ethyl)amino)picolinamide ClC1=CC=C(C(=N1)C(=O)NS(=O)(=O)CC)N[C@H](C)C=1C=C(C=C2C(N(C(=NC12)N1CC2=CC=C(C=C2C1)F)C)=O)C